NC=1C=C(C=NC1OCC1=CC=CC=C1)C1CN(CCC1(F)F)C(=O)OC(C)(C)C tert-butyl 3-(5-amino-6-(benzyloxy)pyridin-3-yl)-4,4-difluoropiperidine-1-carboxylate